8-[(1R)-1-[(3,5-difluorophenyl)amino]ethyl]-N,N-dimethyl-2-(morpholin-4-yl)-4-oxo-4H-chromene-6-carboxamide FC=1C=C(C=C(C1)F)N[C@H](C)C=1C=C(C=C2C(C=C(OC12)N1CCOCC1)=O)C(=O)N(C)C